aminopropyl-diisopropyl-ethoxysilane NCCC[Si](OCC)(C(C)C)C(C)C